[Fe].[Zn].[In] indium-zinc-iron